BrC1=NN2C(COC3=C(C2)C=C(C=N3)C#N)=C1C(F)(F)F 2-bromo-3-(trifluoromethyl)-4,10-dihydropyrido[3,2-f]pyrazolo[5,1-c][1,4]oxazepine-8-carbonitrile